tert-Butyl (2-aminoethyl)(6-(3-(2-bromo-6-methoxypyridin-3-yl)-6-fluoro-4-oxo-7-(trifluoromethyl)-3,4-dihydroquinazolin-1(2H)-yl)-2,3-difluorobenzyl)carbamate NCCN(C(OC(C)(C)C)=O)CC1=C(C(=CC=C1N1CN(C(C2=CC(=C(C=C12)C(F)(F)F)F)=O)C=1C(=NC(=CC1)OC)Br)F)F